ClC1=C(C(=O)NC2=C(C(=C(C=C2)F)NC(CC)=O)F)C=C(C=C1)NC(=O)[C@@H]1C([C@H]1C1=CC(=C(C=C1)F)C(F)(F)F)(Cl)Cl 2-chloro-5-((1R,3R)-2,2-dichloro-3-(4-fluoro-3-(trifluoromethyl)phenyl)cyclopropane-1-carboxamido)-N-(2,4-difluoro-3-propionylaminophenyl)benzamide